ClC1=NN2C(N=CC3=C2[C@@](CN3C(=O)NC3=CC(=NC(=C3)C)OC[C@H](C)NC(OC(C)(C)C)=O)(C(F)(F)F)C)=C1 tert-butyl ((S)-1-((4-((R)-2-chloro-8-methyl-8-(trifluoromethyl)-7,8-dihydro-6H-pyrazolo[1,5-a]pyrrolo[2,3-e]pyrimidine-6-carboxamido)-6-methylpyridin-2-yl)oxy)propan-2-yl)carbamate